C1(=CC=CC=2C3=CC=CC=C3CC12)COC(=O)N1[C@H](C[C@@H](C1)C(=O)OC(C)(C)C)C(=O)O (4S)-1-fluorenylmethyloxycarbonyl-4-tert-butoxycarbonyl-D-proline